FC1=CC=C(OC(C(=O)NC2=CC=C(C=C2)C2=CC=C(C=C2)C(C)OC)(C)C)C=C1 2-(4-fluorophenoxy)-N-(4'-(1-methoxyethyl)-[1,1'-biphenyl]-4-yl)-2-methylpropanamide